2-(1-(1,4-diazepan-1-yl)butyl)-6-chloro-3-ethyl-7-fluoroquinazolin-4(3H)-one N1(CCNCCC1)C(CCC)C1=NC2=CC(=C(C=C2C(N1CC)=O)Cl)F